2-(4-(dimethylamino)benzoyl)isoindoline-5-carboxylic acid CN(C1=CC=C(C(=O)N2CC3=CC=C(C=C3C2)C(=O)O)C=C1)C